1-{Bicyclo[1.1.1]pentan-1-yl}-N-{5-[2-ethyl-5-(morpholin-4-yl)-[1,2,4]triazolo[1,5-a]pyridin-7-yl]-2-fluoro-4-methylphenyl}-5-fluoropyrazole-4-carboxamide C12(CC(C1)C2)N2N=CC(=C2F)C(=O)NC2=C(C=C(C(=C2)C2=CC=1N(C(=C2)N2CCOCC2)N=C(N1)CC)C)F